16-fluoro-3,11,19-trimethyl-20-oxa-3,4,10,11,23-pentaazapentacyclo[19.3.1.02,6.08,12.013,18]pentacosa-1(24),2(6),4,8(12),9,13,15,17,21(25),22-decaen-22-amine FC1=CC=C2C=3N(N=CC3CC=3C=NN(C3C3=CN=C(C(OC(C2=C1)C)=C3)N)C)C